CC1=CC=2N(N=C1N1CC=3C=C(C=NC3CC1)C1=C(C=CC=C1)C1(CC1)C#N)C(C=CN2)=O 1-(2-(6-(8-methyl-4-oxo-4H-pyrimido[1,2-b]pyridazin-7-yl)-5,6,7,8-tetrahydro-1,6-naphthyridin-3-yl)phenyl)cyclopropane-1-carbonitrile